BrC=1C(=C(C=C(C1F)Cl)[C@H](C)C1=NC(=C2N1C=CN=C2N)C)OC(C)C (S)-3-(1-(3-bromo-5-chloro-4-fluoro-2-isopropoxyphenyl)ethyl)-1-methylimidazo[1,5-a]pyrazin-8-amine